CC1=NC2=CC=C(C=C2N=C1)C(=O)OC(C)(C)C Tert-butyl 2-methylquinoxaline-6-carboxylate